FC1=C(C(=CC=C1)OC)N1N=C2C(=CC1=O)NN=C2C2=CC=C(C=C2)N2CC(N(CC2)C)=O 5-(2-Fluoro-6-methoxyphenyl)-3-(4-(4-methyl-3-oxopiperazin-1-yl)phenyl)-1H-pyrazolo[4,3-c]pyridazin-6(5H)-on